diethylhexyl adipate (di(2-ethylhexyl) adipate) C(C)C(CC(C(=O)O)(CCCC(=O)O)CC(CCCC)CC)CCCC.C(CCCCC(=O)O)(=O)OC(CCCCC)(CC)CC